4-(ethoxymethyl)-2-hexyl-1,3-dioxolane C(C)OCC1OC(OC1)CCCCCC